(S)-N-(5-chloropyridin-2-yl)-2-((S)-3-(5-(hydroxymethyl)-6-oxo-1,6-dihydropyridin-3-yl)piperidin-1-yl)propanamide ClC=1C=CC(=NC1)NC([C@H](C)N1C[C@@H](CCC1)C1=CNC(C(=C1)CO)=O)=O